CC(CO)(C)NCC(CS(=O)(=O)O)O N-(1,1-Dimethyl-2-hydroxyethyl)-3-amino-2-hydroxypropane-sulfonic acid